methyl 2-chloro-3-hydroxymethylbicyclo[1.1.1]pentane-1-carboxylate ClC1C2(CC1(C2)CO)C(=O)OC